hexamethyleneiminium ammonium [NH4+].[NH2+]1CCCCCC1